2-[(tert-butoxycarbonyl)amino]-4-bromothiazole-5-carboxylic acid C(C)(C)(C)OC(=O)NC=1SC(=C(N1)Br)C(=O)O